CN(C1=NC=C(C=N1)CNC1=NC=NC2=C(C=C(C=C12)C1=CC=C(C=C1)F)OC)C N-((2-(Dimethylamino)pyrimidin-5-yl)methyl)-6-(4-fluorophenyl)-8-methoxyquinazolin-4-amine